8-(2,3-dichlorophenyl)-9-(4-((1-(3-fluoropropyl)azetidin-3-yl)methyl)phenyl)-6,7-dihydro-5H-benzo[7]annulene-3-carboxylic acid ClC1=C(C=CC=C1Cl)C=1CCCC2=C(C1C1=CC=C(C=C1)CC1CN(C1)CCCF)C=CC(=C2)C(=O)O